CN(NCC1=NC=C(C=C1)C(F)(F)F)C(=O)C1=CC=NN1C N,1-dimethyl-N'-((5-(trifluoromethyl)pyridin-2-yl)methyl)-1H-pyrazole-5-carbohydrazide